(R)-2-amino-3-methoxy-1-(4-(3-(trifluoromethyl)phenyl)piperazin-1-yl)propan-1-one N[C@@H](C(=O)N1CCN(CC1)C1=CC(=CC=C1)C(F)(F)F)COC